C(C)(=O)O.[Hf] hafnium acetic acid